FC(C(=O)N[C@@H](C(C)C)C(=O)N1[C@@H](C[C@H](C1)C(F)(F)F)C(=O)N[C@@H](C[C@H]1C(NCC1)=O)C#N)(F)F N-(trifluoroacetyl)-L-valyl-(4R)-N-{(1S)-1-cyano-2-[(3S)-2-oxopyrrolidin-3-yl]ethyl}-4-(trifluoromethyl)-L-prolinamide